C(CS(=O)(=O)[O-])S(=O)(=O)OC methyl ethanedisulfonate